N[C@H]1CN(CC[C@@H]1F)C(=O)OC(C)(C)C tert-butyl (3S,4S)-3-amino-4-fluoro-piperidine-1-carboxylate